FCC1(OC2=CC(=CC=C2C(C1)=O)O)CF 2,2-bis(fluoromethyl)-7-hydroxychroman-4-one